(2S,3S,4R,5R)-5-(6-(benzylamino)-2-(3-(trifluoromethoxy)phenyl)-9H-purin-9-yl)-3,4-dihydroxyl-N-methyltetrahydrofuran-2-carboxamide C(C1=CC=CC=C1)NC1=C2N=CN(C2=NC(=N1)C1=CC(=CC=C1)OC(F)(F)F)[C@H]1[C@@H]([C@@H]([C@H](O1)C(=O)NC)O)O